CN1N=C(C=C1)C=1C(=CC(=NC1)NC(C)=O)NC1=NC(=CC=C1C)S(=O)(=O)C N-(5-(1-methyl-1H-pyrazol-3-yl)-4-((3-methyl-6-(methylsulfonyl)pyridin-2-yl)amino)pyridin-2-yl)acetamide